(3R,5S)-1-(7,8-dichloro-4-(1H-imidazol-1-yl)quinolin-2-yl)-5-(methoxycarbonyl)pyrrolidin-3-yl 1H-imidazole-1-carboxylate N1(C=NC=C1)C(=O)O[C@H]1CN([C@@H](C1)C(=O)OC)C1=NC2=C(C(=CC=C2C(=C1)N1C=NC=C1)Cl)Cl